ClC1=CC=C(C=C1)C(C(N1CCC2=CC=C(C=C12)OC(F)(F)F)=O)NC=1C=C(COCCC(=O)OCC)C=C(C1)OC ethyl 3-((3-((1-(4-chlorophenyl)-2-oxo-2-(6-(trifluoromethoxy)indolin-1-yl)ethyl)amino)-5-methoxybenzyl)oxy)propanoate